ClC1=C(C(=NC=N1)C(C(CN1N=CN=C1)(O)C1=C(C=C(C=C1)F)F)C)F 3-(6-chloro-5-fluoropyrimidine-4-yl)-2-(2,4-difluorophenyl)-1-(1H-1,2,4-triazole-1-yl)-2-butanol